5-[(4R)-4-methyl-2-(1-methylpyrazolo[3,4-b]pyridin-4-yl)-3,4-dihydro-1H-isoquinolin-6-yl]-1,2,3,3a,6,6a-hexahydropyrrolo[3,4-c]pyrrol-4-one C[C@H]1CN(CC2=CC=C(C=C12)N1CC2C(C1=O)CNC2)C2=C1C(=NC=C2)N(N=C1)C